C1(CC1)S(=O)(=O)N1CC(N(CC1)C1=CC(=CC(N1)=O)N1C(COCC1)C)C(F)(F)F 6-[4-Cyclopropylsulfonyl-2-(trifluoromethyl)piperazin-1-yl]-4-(3-methylmorpholin-4-yl)-1H-pyridin-2-one